FC1=CC=C(C=C1)C1=NN2C(CN(C[C@@H]2CO)C(=O)OC(C)(C)C)=C1C1=CC=NC=C1 |r| tert-butyl (7RS)-2-(4-fluorophenyl)-7-(hydroxymethyl)-3-(pyridin-4-yl)-6,7-dihydropyrazolo[1,5-a]pyrazine-5(4H)-carboxylate